2-(2-ethoxypyridin-3-yl)-1'-[3-methoxy-2-(trifluoromethyl)phenyl]-7-[[(2R)-pyrrolidin-2-yl]methyl]spiro[6,8-dihydro-1,7-naphthyridine-5,4'-piperidine] C(C)OC1=NC=CC=C1C1=NC=2CN(CC3(CCN(CC3)C3=C(C(=CC=C3)OC)C(F)(F)F)C2C=C1)C[C@@H]1NCCC1